phosphonium sulfoisophthalic acid S(=O)(=O)(O)C1=C(C(=O)O)C=CC=C1C(=O)O.[PH4+]